C(C)OC(C(=O)O)C1=CC(=CC=C1)OC(F)(F)F 2-ethoxy-2-[3-(trifluoromethoxy)phenyl]acetic acid